(R)-N-[(4S)-7-fluoro-3,4-dihydro-2H-chromen-4-yl]-2-methylpropane-2-sulfinamide FC1=CC=C2[C@H](CCOC2=C1)N[S@](=O)C(C)(C)C